ClC=1C=C(C=CC1F)NC(N(C)C(C)C1=CN=C(C2=CC=CC=C12)C(=O)N)=O 4-(1-(3-(3-Chloro-4-fluorophenyl)-1-methylureido)ethyl)isoquinoline-1-carboxamide